(S)-N-((6-methyl-1-(4-(trifluoromethyl)phenyl)-2,3-dihydro-1H-pyrido[2,3-b][1,4]oxazin-3-yl)methyl)acetamide CC=1C=CC2=C(O[C@H](CN2C2=CC=C(C=C2)C(F)(F)F)CNC(C)=O)N1